CC=1OC2=C(N1)C=CC=1CC[C@H](C12)CCNC(CC)=O (S)-N-[2-(2-methyl-7,8-dihydro-6H-indeno[5,4-d][1,3]oxazol-8-yl)ethyl]propionamide